N1(CCCC1)C=1C=C(C=NC1)OB(O)O [5-(pyrrolidin-1-yl)pyridin-3-yl]Boric acid